C1(CCCCC1)N1CCNCC1 1-Cyclohexyl-piperazine